tert-Butyl (6-(2-((allyloxy)methyl)phenyl)-6-oxohexyl)carbamate C(C=C)OCC1=C(C=CC=C1)C(CCCCCNC(OC(C)(C)C)=O)=O